6-cyano-N-ethoxy-2-((2-fluoro-4-iodophenyl)amino)nicotinamide C(#N)C1=NC(=C(C(=O)NOCC)C=C1)NC1=C(C=C(C=C1)I)F